2-(3-(chloromethyl)phenyl)-5-(2-methyl-[1,1'-biphenyl]-3-yl)-1,3,4-oxadiazole ClCC=1C=C(C=CC1)C=1OC(=NN1)C=1C(=C(C=CC1)C1=CC=CC=C1)C